OC(COCCC#N)CO 3-(2,3-dihydroxypropoxy)propionitrile